COC[C@H]1N(CCC1)C1=CC(=CS1)C(=O)O 5-[(2S)-2-(methoxymethyl)pyrrolidin-1-yl]thiophene-3-carboxylic acid